(S)-N-(5-(2-(2-aminopyridin-3-yl)-5-(1H-pyrazol-1-yl)-3H-imidazo[4,5-b]-pyridin-3-yl)-2,3-dihydro-1H-inden-1-yl)-7-(difluoromethoxy)benzofuran-5-carboxamide NC1=NC=CC=C1C1=NC=2C(=NC(=CC2)N2N=CC=C2)N1C=1C=C2CC[C@@H](C2=CC1)NC(=O)C=1C=C(C2=C(C=CO2)C1)OC(F)F